1-(2-methoxybutyl)-3-(2-methyl-3-phenylquinolin-6-yl)urea COC(CNC(=O)NC=1C=C2C=C(C(=NC2=CC1)C)C1=CC=CC=C1)CC